OC(COC=1C(=O)O[C@@H](C1OCCCCCC)[C@@H](O)CO)(C)C 2-O-(2-hydroxyisobutyl)-3-O-hexylascorbic acid